ClS(=O)(=O)C=1C=CC(=C(C(=O)O)C1)I 5-(Chlorosulfonyl)-2-iodobenzoic acid